CN1CCN(CC1)CC1=C(C=C(C(=O)OC)C=C1)C(F)(F)F methyl 4-((4-methylpiperazin-1-yl)methyl)-3-(trifluoromethyl)benzoate